N-(6-amino-5-methylpyridin-3-yl)-2-((2R,5S)-2-(2-(1-(2,2-difluoroethyl)piperidin-4-yl)benzo[d]thiazol-5-yl)-5-methylpiperidin-1-yl)-2-oxoacetamide NC1=C(C=C(C=N1)NC(C(=O)N1[C@H](CC[C@@H](C1)C)C=1C=CC2=C(N=C(S2)C2CCN(CC2)CC(F)F)C1)=O)C